COC1=C(C=C(C=C1)\C=C/C1=CC(=C(C(=C1)OC)OC)OC)O 2-methoxy-5-[(1Z)-2-(3,4,5-trimethoxyphenyl)ethenyl]phenol